3-(9-carbazolyl)biphenyl C1=CC=CC=2C3=CC=CC=C3N(C12)C=1C=C(C=CC1)C1=CC=CC=C1